C(=C(C)CCC[C@@H](C)[C@H]1CC[C@H]2[C@@H]3CCC4CCCC[C@]4(C)[C@H]3CC[C@]12C)OC(C1=CC(=CC(=C1)N)N)=O 3,5-diaminobenzoic acid cholestenyl ester